isopentyl (1-methyl-4-(6-methyl-5-(methylsulfonamido) pyridin-2-yl)-1H-1,2,3-triazol-5-yl)carbamate CN1N=NC(=C1NC(OCCC(C)C)=O)C1=NC(=C(C=C1)NS(=O)(=O)C)C